NC=1C(=NC=CC1)C(=O)[O-] aminopicolinate